5,7-Dihydroxy-2-(4-hydroxyphenyl)-4H-1-benzopyran-4-one OC1=CC(=CC2=C1C(C=C(O2)C2=CC=C(C=C2)O)=O)O